C1=CN=C2N1C1=C(OCC2NC(OCC2=CC=CC=C2)=O)C=CC=C1 benzyl (4,5-dihydrobenzo[b]imidazo[1,2-d][1,4]oxazepin-4-yl)carbamate